1-(4-Acetylphenyl)pyrrolidin-2-one C(C)(=O)C1=CC=C(C=C1)N1C(CCC1)=O